1,4-bis(3-(2-(2-butoxyethoxy)ethoxy)prop-1-en-2-yl)benzene C(CCC)OCCOCCOCC(=C)C1=CC=C(C=C1)C(=C)COCCOCCOCCCC